3-(2-Chloro-3-(9-(5-chloro-2-methoxybenzyl)-6-(1-methylcyclopropoxy)-9H-purin-8-yl)phenoxy)propan-1-ol ClC1=C(OCCCO)C=CC=C1C=1N(C2=NC=NC(=C2N1)OC1(CC1)C)CC1=C(C=CC(=C1)Cl)OC